CC1=CC(=O)CC([C@]1(/C=C/C(=C\\C(=O)OC2[C@@H]([C@H]([C@@H]([C@H](O2)CO)O)O)O)/C)O)(C)C The molecule is a carboxylic ester resulting from the condensation of the carboxylic acid group of (+)-abscisic acid with the anomeric hydroxy group of D-glucopyranose. It is a carboxylic ester and a D-glucoside. It derives from a (+)-abscisic acid and a D-glucopyranose.